C(C)(C)(C)NC(CN(C)C=1C2=C(N=C(N1)C1=NC=CC(=C1)OCCN1[C@@H]3CO[C@H](C1)C3)SC(=C2C)C)=O N-tert-butyl-2-{[5,6-dimethyl-2-(4-{2-[(1S,4S)-2-oxa-5-azabicyclo[2.2.1]heptan-5-yl]ethoxy}pyridin-2-yl)thieno[2,3-d]pyrimidin-4-yl](methyl)amino}acetamide